2-(1,2-ethanediyl-dioxy)diethyl mercaptan C(COCCS)OCCS